Tert-butyl-5-bromo-3-methylpyrimidin-4(3H)-one C(C)(C)(C)C1=NC=C(C(N1C)=O)Br